FC([C@H]1N(C(OC1)=O)C=1N=C2N(CCOC3=C2C=CC(=C3)N[C@H](C(=O)N)C)C1F)F (S)-2-((2-((S)-4-(Difluoromethyl)-2-oxooxazolidin-3-yl)-3-fluoro-5,6-dihydrobenzo[f]imidazo[1,2-d][1,4]oxazepin-9-yl)amino)propanamide